BrC=1C=C2CC(C(C2=CC1)=O)=NO 5-bromo-2-oximino-1-indenone